tert-butyl 2-[({4-[3-(3-chloro-2-methoxyanilino)-4-oxo-4,5,6,7-tetrahydro-1H-pyrrolo[3,2-c]pyridin-2-yl]pyridin-3-yl}oxy)methyl]-2-methylazetidine-1-carboxylate ClC=1C(=C(NC2=C(NC3=C2C(NCC3)=O)C3=C(C=NC=C3)OCC3(N(CC3)C(=O)OC(C)(C)C)C)C=CC1)OC